Methylbenzo[d]isothiazol-5-amine CC1=NSC2=C1C=C(C=C2)N